FC1=CC=C(C=C1)NC1=NC=CC(=N1)C1=CC=CC=2C=C(OC21)I N-(4-fluorophenyl)-4-(2-iodobenzofuran-7-yl)pyrimidin-2-amine